1-[3-ethylsulfonyl-2-[1-(2,2,3,3,3-pentafluoropropyl)pyrazolo[3,4-c]pyridin-5-yl]indazol-6-yl]cyclopropanecarbonitrile C(C)S(=O)(=O)C=1N(N=C2C=C(C=CC12)C1(CC1)C#N)C=1C=C2C(=CN1)N(N=C2)CC(C(F)(F)F)(F)F